O1N=C(CC12CCCCC2)C[C@@H]2[C@@H]([C@H]([C@H]([C@H](O2)CO)O)N2N=NC(=C2)C2=CC(=C(C(=C2)F)F)F)OCC (2R,3R,4S,5R,6R)-6-((1-Oxa-2-azaspiro[4.5]dec-2-en-3-yl)methyl)-5-ethoxy-2-(hydroxymethyl)-4-(4-(3,4,5-trifluorophenyl)-1H-1,2,3-triazol-1-yl)tetrahydro-2H-pyran-3-ol